tert-butyl (2S,4S)-2-methyl-4-[1-methyl-7-[4-(4-methylpiperazin-1-yl)anilino]-2-oxo-4H-pyrimido[4,5-d]pyrimidin-3-yl]-3,4-dihydro-2H-quinoline-1-carboxylate C[C@@H]1N(C2=CC=CC=C2[C@H](C1)N1C(N(C2=NC(=NC=C2C1)NC1=CC=C(C=C1)N1CCN(CC1)C)C)=O)C(=O)OC(C)(C)C